COC(=O)C=1N(C(C2=CC=C(C=C2C1)Br)=O)C(=O)OC(C)(C)C 6-bromo-1-oxo-1H-isoquinoline-2,3-dicarboxylic acid 2-tert-butyl ester 3-methyl ester